tert-butyl N-[2-(2-nitroimidazol-1-yl)ethyl]carbamate [N+](=O)([O-])C=1N(C=CN1)CCNC(OC(C)(C)C)=O